FC1=CC=C(OC=2C=C3C=C(NC3=CC2)C(=O)NS(=O)(=O)C=2C=NC=C(C2)C2=CC=C(C=C2)F)C=C1 5-(4-fluorophenoxy)-N-((5-(4-fluorophenyl)pyridin-3-yl)sulfonyl)-1H-indole-2-carboxamide